2-chloro-4-methylsulfonyl-m-xylene ClC1=C(C=CC(=C1C)S(=O)(=O)C)C